3,3-difluorocyclobutane-1-carbonyl chloride FC1(CC(C1)C(=O)Cl)F